C1(=CC=CC=C1)N1C2=CC=CC=C2C=2C=C(C=CC12)C=1C=CC=2N(C3=CC=C(C=C3C2C1)C=1C=CC=2N(C3=CC=CC=C3C2C1)C1=CC=CC=C1)C1=CC=CC=C1 3,6-Bis(9-phenyl-9H-carbazol-3-yl)-9-phenyl-9H-carbazole